C1C(CC1)O 2-cyclobutanol